CC=1C(=NC=CC1C(=O)O)C1=NC=CC=C1 methyl-4-carboxybipyridyl